(3R,4S)-4-amino-3-methoxypiperidine-1-formate N[C@@H]1[C@@H](CN(CC1)C(=O)[O-])OC